COC1=CC2=C(C=C1)C3=C(C[C@H]4CCCCN4C3)C5=CC(=C(C=C52)OC)OC The molecule is an organic heteropentacyclic compound that is (14aR)-11,12,13,14,14a,15-hexahydro-9H-dibenzo[f,h]pyrido[1,2-b]isoquinoline substituted at positions 2, 3 and 6 by methoxy groups. It has a role as a protein synthesis inhibitor, an antineoplastic agent and an antiviral agent. It is an alkaloid, an organic heteropentacyclic compound, an aromatic ether and an alkaloid antibiotic.